[Si](C)(C)(C(C)(C)C)OC[C@@H]1[C@@H](C[C@@H](O1)N1C(NC(C=C1)=O)=O)O 1-[(2R,4R,5R)-5-{[(tert-butyldimethylsilyl)oxy]methyl}-4-hydroxyoxolan-2-yl]-3H-pyrimidine-2,4-dione